4-(1-isopropyl-2-methyl-1H-benzo[d]imidazol-6-yl)-N-(6-(trifluoromethyl)pyridin-2-yl)pyridin-2-amine C(C)(C)N1C(=NC2=C1C=C(C=C2)C2=CC(=NC=C2)NC2=NC(=CC=C2)C(F)(F)F)C